BrC1=CC=C2/C(/C(NC2=C1)=O)=C(\C1=CC=CC=C1)/NC1=CC=C(C=C1)N(C(C)=O)CCCN(C)C (Z)-N-(4-(((6-bromo-2-oxoindolin-3-ylidene)(phenyl)methyl)amino)phenyl)-N-(3-(dimethylamino)propyl)acetamide